4-((S)-1-((R)-2-((3-cyclopropylbenzyl)oxy)-3-methylbutanoylamino)ethyl)benzoic acid C1(CC1)C=1C=C(CO[C@@H](C(=O)N[C@@H](C)C2=CC=C(C(=O)O)C=C2)C(C)C)C=CC1